4-(1-(2-fluoro-5-trifluoromethyl-benzyl)-2-methyl-1H-imidazo[4,5-b]pyrazin-6-yl)-6-methyl-1H-pyrrolo[2,3-c]pyridin-7(6H)-one FC1=C(CN2C(=NC=3C2=NC(=CN3)C=3C2=C(C(N(C3)C)=O)NC=C2)C)C=C(C=C1)C(F)(F)F